ethyl 6-{4-[3-(5-methoxypyrazin-2-yl) pyridin-2-yl] piperazin-1-yl}-2-azaspiro[3.4]octane-2-carboxylate COC=1N=CC(=NC1)C=1C(=NC=CC1)N1CCN(CC1)C1CC2(CN(C2)C(=O)OCC)CC1